2-({4-[(3R)-1-azabicyclo[2.2.2]oct-3-ylamino]phenyl}amino)-6-(2-chlorophenyl)imidazo[1,2-a]pyrimido[5,4-e]pyrimidin-5(6H)-one N12C[C@@H](C(CC1)CC2)NC2=CC=C(C=C2)NC=2N=CC=1C(N(C=3N(C1N2)C=CN3)C3=C(C=CC=C3)Cl)=O